F[C@@H]1CC(C[C@@H]1F)C(=O)OCC ethyl (1r,3R,4S)-3,4-difluorocyclopentane-1-carboxylate